ClC1=CC2=C(C=N1)C(=NN2C2=C(C=C(C=C2)CN(S(=O)(=O)C)CC2=C(C=C(C=C2)OC)OC)OC)C(=O)O 6-Chloro-1-(4-((N-(2,4-dimethoxybenzyl)methylsulfonamido)methyl)-2-methoxyphenyl)-1H-pyrazolo[4,3-c]pyridine-3-carboxylic acid